ClC1=C(COC(=O)N[C@H](C(=O)O)CCN(CCCCC2=NC=3NCCCC3C=C2)CCOC)C(=CC=C1)F (S)-2-((((2-chloro-6-fluorobenzyl)oxy)carbonyl)amino)-4-((2-methoxyethyl)(4-(5,6,7,8-tetrahydro-1,8-naphthyridin-2-yl)butyl)amino)butanoic acid